FC1=CC(=C(C=C1C=1C=NC(=NC1)N1CCOCC1)NC(=O)C=1C(=NNC1)C(F)(F)F)N1C[C@@H](CC1)N(C)C |r| N-[4-fluoro-5-(2-morpholin-4-ylpyrimidin-5-yl)-2-[rac-(3R)-3-(dimethylamino)pyrrolidin-1-yl]phenyl]-3-(trifluoromethyl)-1H-pyrazole-4-carboxamide